2-amino-2-phenyl-1-(4-(3-(trifluoromethyl)phenyl)piperazin-1-yl)ethan-1-one NC(C(=O)N1CCN(CC1)C1=CC(=CC=C1)C(F)(F)F)C1=CC=CC=C1